C(C)(C)(C)OC(=O)N1CCC(CC1)N1C(NC2=C1C=CC=C2N(CCC)CC2=CC=CC=C2)=O 4-[4-[benzyl-(propyl)amino]-2-oxo-3H-benzimidazol-1-yl]piperidine-1-carboxylic acid tert-butyl ester